N-((3-((5-((3S,4S)-4-amino-3-methyl-2-oxa-8-azaspiro[4.5]decan-8-yl)pyrazin-2-yl)thio)-2-chlorophenyl)carbamoyl)cyclohexanesulfonamide N[C@@H]1[C@@H](OCC12CCN(CC2)C=2N=CC(=NC2)SC=2C(=C(C=CC2)NC(=O)NS(=O)(=O)C2CCCCC2)Cl)C